3-benzyl 8-(tert-butyl) (1R,2R,5S)-2-(2-hydroxypropyl)-3,8-diazabicyclo[3.2.1]octane-3,8-dicarboxylate OC(C[C@@H]1[C@H]2CC[C@@H](CN1C(=O)OCC1=CC=CC=C1)N2C(=O)OC(C)(C)C)C